(4R)-N-methoxy-N,2,2-trimethyl-1,3-dioxolane-4-carboxamide CON(C(=O)[C@@H]1OC(OC1)(C)C)C